C1(=CC=CC2=CC=CC=C12)C1=C(C=CC=C1)C1=C(C=2NC3=CC=CC=C3C2C=C1)C1=CC=CC=2OC3=C(C21)C=CC=C3 (naphthylphenyl)(dibenzofuranyl)Carbazole